tert-butyl 1-((3-(oxazol-5-ylmethyl)ureido)meth-yl)-6-azaspiro[2.5]octane-6-carboxylate O1C=NC=C1CNC(NCC1CC12CCN(CC2)C(=O)OC(C)(C)C)=O